Ethyl (3-methyl-naphthalene-1-carboxylate) CC=1C=C(C2=CC=CC=C2C1)C(=O)OCC